tert-butyl 2-((2'-((5-aminopentyl)oxy)-[1,1'-biphenyl]-3-yl)methyl)-3-(ethylsulfonamido)pyrrolidine-1-carboxylate NCCCCCOC1=C(C=CC=C1)C1=CC(=CC=C1)CC1N(CCC1NS(=O)(=O)CC)C(=O)OC(C)(C)C